C(C)(C)C1=NC(=C(C(=N1)NC1=NNC2=CC(=CC=C12)[C@@H]1C[C@@]12C(NC1=CC=C(C=C21)OC)=O)OC)N2CCOCC2 (1R,2S)-2-(3-{[2-isopropyl-5-methoxy-6-(morpholin-4-yl)pyrimidin-4-yl]amino}-1H-indazol-6-yl)-5'-methoxy-1'H-spiro[cyclopropan-1,3'-indol]-2'-one